dioctylbis[(1-oxododecyl)oxy]stannane C(CCCCCCC)[Sn](OC(CCCCCCCCCCC)=O)(OC(CCCCCCCCCCC)=O)CCCCCCCC